NC=1SC(=C(N1)C1=NC(=CC=C1)C)OC1=CC(=NC=C1)NC=1C=C(C(=O)O)C=CC1 3-((4-((2-Amino-4-(6-methylpyridin-2-yl)thiazol-5-yl)oxy)pyridin-2-yl)amino)benzoic acid